ClC=1C=C(N)C=CC1N1[C@@H]2CN([C@H](C1)C2)C 3-chloro-4-[(1S,4S)-5-methyl-2,5-diazabicyclo[2.2.1]heptan-2-yl]aniline